Triethylammonium 2-cyanoethyl-(Z)-(5-((tert-butyldiphenylsilyl)oxy)-4-chloropent-3-en-1-yl)phosphonate C(#N)CCOP([O-])(=O)CC\C=C(\CO[Si](C1=CC=CC=C1)(C1=CC=CC=C1)C(C)(C)C)/Cl.C(C)[NH+](CC)CC